C(C)(C)(C)OC(=O)N1CCN(CC1)C=1C=NC(=CC1)NC(=O)C=1C(=CC=2N(C1)C=C(N2)C)OC(C)C.C(=O)(C=C)C(=CC2=CC=CC=C2)CCCC acryl-butyl-styrene tert-butyl-4-(6-(7-isopropoxy-2-methylimidazo[1,2-a]pyridine-6-carboxamido)pyridin-3-yl)piperazine-1-carboxylate